C(C)C1(COC(OC1)=O)CO 5-ethyl-5-(hydroxymethyl)-1,3-dioxan-2-one